C(C)(C)(C)OC(=O)\N=C(\NC1=CC=C(C=C1)NC(=O)C1=C(C=C(C=C1)C=1CCN(CC1)C(=O)OC(C)(C)C)C)/NC(=O)OC(C)(C)C tert-butyl (Z)-4-(4-((4-(2,3-bis(tert-butoxycarbonyl)guanidino)phenyl)carbamoyl)-3-methylphenyl)-3,6-dihydropyridine-1(2H)-carboxylate